1-[9-ethyl-6-(3-methylbenzoyl)-9H-carbazol-3-yl]-ethanone 1-(O-acetyloxime) C(C)(=O)ON=C(C)C=1C=CC=2N(C3=CC=C(C=C3C2C1)C(C1=CC(=CC=C1)C)=O)CC